ClC=1C(=C2C(=C(N1)C1=NN(C=C1)C)C=1CN(CCC1N2)C(CO)=O)C 1-(7-chloro-6-methyl-9-(1-methyl-1H-pyrazol-3-yl)-1,3,4,5-tetrahydro-2H-pyrrolo[3,2-c:4,5-c']dipyridin-2-yl)-2-hydroxyethan-1-one